C(C)(=O)[O-].C(C)(=O)[O-].C[Bi+2] Methylbismuth diacetate